NC1=C(C=C(N=N1)C1=C(C=CC=C1)O)N1[C@H](CCCC1)C (S)-2-(6-amino-5-(2-methylpiperidin-1-yl)pyridazin-3-yl)phenol